5-chloro-4-fluoro-2-((4-fluoro-2-isopropylphenyl)amino)-N-(6-methoxy-2-methylpyridin-3-yl)benzamide ClC=1C(=CC(=C(C(=O)NC=2C(=NC(=CC2)OC)C)C1)NC1=C(C=C(C=C1)F)C(C)C)F